(±)-allyl-2-[4-[3-[(4,5-dichloro-1-methyl-indole-2-carbonyl)amino]oxetan-3-yl] phenyl]butanoate C(C=C)OC([C@H](CC)C1=CC=C(C=C1)C1(COC1)NC(=O)C=1N(C2=CC=C(C(=C2C1)Cl)Cl)C)=O |r|